6-bromo-4-fluoro-2-(oxetan-3-yl)-1-(propan-2-yl)-1H-benzimidazole BrC=1C=C(C2=C(N(C(=N2)C2COC2)C(C)C)C1)F